9,10,12,13-tetrahydroxyoctadecanoic acid OC(CCCCCCCC(=O)O)C(CC(C(CCCCC)O)O)O